7-(1-(tert-butyl)-1H-pyrazol-4-yl)-1,2-dimethyl-1H-indole-3-carboxylic acid C(C)(C)(C)N1N=CC(=C1)C=1C=CC=C2C(=C(N(C12)C)C)C(=O)O